(3aS,4R,5S,6aR)-(+)-hexahydro-5-hydroxy-4-(hydroxymethyl)-2H-cyclopenta[b]furan-2-one C1[C@@H]([C@H]([C@H]2[C@@H]1OC(=O)C2)CO)O